BrC=1C(=NC(=CC1)Cl)C1(CC1)CO (1-(3-bromo-6-chloropyridin-2-yl)cyclopropyl)methanol